glycerol stearate C(CCCCCCCCCCCCCCCCC)(=O)OCC(O)CO